9,9-bis[9-(2-hydroxyethoxy)-3-phenanthryl]-3,6-bis(2-naphthyl)fluorene OCCOC=1C2=CC=CC=C2C=2C=C(C=CC2C1)C1(C2=CC=C(C=C2C=2C=C(C=CC12)C1=CC2=CC=CC=C2C=C1)C1=CC2=CC=CC=C2C=C1)C=1C=CC=2C=C(C3=CC=CC=C3C2C1)OCCO